(2-fluoro-4-(5-(trifluoromethyl)-1-(2-(trifluoromethyl)phenyl)-1H-1,2,3-triazole-4-carboxamido)phenoxy)-N-propylpicolinamide FC1=C(OC=2C(=NC=CC2)C(=O)NCCC)C=CC(=C1)NC(=O)C=1N=NN(C1C(F)(F)F)C1=C(C=CC=C1)C(F)(F)F